O[C@H](C(=O)O)CC1=CC=CC=C1 (S)-2-hydroxy-3-phenylpropanoic acid